methyl 6-oxo-1,6-dihydropyridazine-4-carboxylate O=C1C=C(C=NN1)C(=O)OC